FC=1C=C2C(=C(NC2=CC1)C(=O)NCC(C)C)C=1N=NN(C1)CC1CCN(CC1)CCNS(=O)(=O)C1=CC=C(C=C1)C(C)C 5-Fluoro-N-isobutyl-3-(1-((1-(2-((4-isopropylphenyl)sulfonamido)ethyl)piperidin-4-yl)methyl)-1H-1,2,3-triazol-4-yl)-1H-indol-2-carboxamid